C(C)(C)(CC)OC(\C=C/C(=O)O)=O.C(C)(=O)N1[C@@H](CN(CC1)C(=O)C=1C=C(C(=O)N2C[C@H]([C@@H](C2)C(=O)N[C@@H]2[C@H](C2)C2=CC=CC=C2)C(=O)N[C@@H]2[C@H](C2)C2=CC=CC=C2)C=CC1)C(NCCCCCCCCCCCCCC)=O (3S,4S)-1-(3-((S)-4-acetyl-3-(tetradecylcarbamoyl)piperazine-1-carbonyl)benzoyl)-N3,N4-bis((1S,2R)-2-phenylcyclopropyl)pyrrolidine-3,4-dicarboxamide mono-tert-pentyl-maleate